BrC1=NC=C2C=C(C(NC2=C1)=O)CC 7-bromo-3-ethyl-1H-1,6-naphthyridin-2-one